6-(Difluoromethyl)-2-ethylpyridin-3-amine FC(C1=CC=C(C(=N1)CC)N)F